1-(4'-methylbenzenesulfonyl)-3-hydroxy-4-(pyrrolidin-1-ylmethyl)pyridin-2(1H)-one CC1=CC=C(C=C1)S(=O)(=O)N1C(C(=C(C=C1)CN1CCCC1)O)=O